[2-[(dimethylamino)methyl]spiro[2.3]hex-2-yl]methanol CN(C)CC1(CC12CCC2)CO